6,7-Diphenyldipyrido[1,2-a:2',1'-c]pyrazine-5,8-diium dibromide [Br-].[Br-].C1(=CC=CC=C1)C1=C([N+]2=C(C3=[N+]1C=CC=C3)C=CC=C2)C2=CC=CC=C2